2-(4-(2-((1-(2,2-difluoroethyl)-1H-benzo[d]imidazol-2-yl)amino)-2-oxoethyl)-2-fluorophenoxy)pyridine-3-carboxamide FC(CN1C(=NC2=C1C=CC=C2)NC(CC2=CC(=C(OC1=NC=CC=C1C(=O)N)C=C2)F)=O)F